O=C1NC(CCC1NC1=CC(=C(C=C1)N1CCC(CC1)CN(C1CCC(CC1)NC(OC(C)(C)C)=O)C)F)=O tert-butyl N-[4-[[1-[4-[(2,6-dioxo-3-piperidyl) amino]-2-fluoro-phenyl]-4-piperidyl]methyl-methyl-amino]cyclohexyl]carbamate